C(C1=CC=CC=C1)OC1=CC(=NC=C1)N1C(C(C2=CC(=CC=C12)C(=O)NC1(CCS(CC1)(=O)=O)C)(C)C)=O 1-(4-(benzyloxy)pyridin-2-yl)-3,3-dimethyl-N-(4-methyl-1,1-dioxidotetrahydro-2H-thiopyran-4-yl)-2-oxoindoline-5-carboxamide